2-methyl-N-(thiazol-4-ylmethylene)propane-2-sulfinamide CC(C)(C)S(=O)N=CC=1N=CSC1